4'-cyclopropyl-5-(furan-2-yl)-N-(4-(1-isopropyl-4-(trifluoromethyl)-1H-imidazol-2-yl)benzyl)-6'-methoxy-[2,5'-bipyrimidin]-4-amine C1(CC1)C1=NC=NC(=C1C1=NC=C(C(=N1)NCC1=CC=C(C=C1)C=1N(C=C(N1)C(F)(F)F)C(C)C)C=1OC=CC1)OC